4-acetoxy-2-methylene-butanal C(C)(=O)OCCC(C=O)=C